FC1=C(C(=CC=C1)OC)N1N=C2C(=CC1=O)NN=C2C2=CC=C1CCN(CC1=C2)C 5-(2-Fluoro-6-methoxyphenyl)-3-(2-methyl-1,2,3,4-tetrahydroisochinolin-7-yl)-1H-pyrazolo[4,3-c]pyridazin-6(5H)-on